2-(((tert-Butyldimethylsilyl)oxy)methyl)pyrimidine [Si](C)(C)(C(C)(C)C)OCC1=NC=CC=N1